1-(tert-Butyl)-3-(3,5-dibromophenyl)-5-methyl-pyrazol-4-ol C(C)(C)(C)N1N=C(C(=C1C)O)C1=CC(=CC(=C1)Br)Br